(R)-((2-(2-isopropyl-1H-benzo[d]imidazol-1-yl)-6-(3-methylmorpholino)-pyrimidin-4-yl)imino)-dimethyl-λ6-sulfanone C(C)(C)C1=NC2=C(N1C1=NC(=CC(=N1)N=S(=O)(C)C)N1[C@@H](COCC1)C)C=CC=C2